ClC=1C=C(C=NC1N1N=CC=N1)NC(=O)C=1C=NN(C1C(F)(F)F)C1=C(C=[N+](C=C1)[O-])C 4-(4-((5-chloro-6-(2H-1,2,3-triazol-2-yl)pyridin-3-yl)carbamoyl)-5-(trifluoromethyl)-1H-pyrazol-1-yl)-3-methylpyridine-1-oxide